(1r,3r)-3-(6-fluoro-5-methylbenzo[d]thiazol-4-yl)cyclobutyl 1H-imidazole-1-carboxylate N1(C=NC=C1)C(=O)OC1CC(C1)C1=C(C(=CC2=C1N=CS2)F)C